COC1=NN(C=C1C(=O)NC1=NC(=CC=C1)C1=CN=C2N1C(CC2)C)[C@@H]2COCC2 (S)-3-methoxy-N-(6-(5-methyl-6,7-dihydro-5H-pyrrolo[1,2-a]imidazol-3-yl)pyridin-2-yl)-1-(oxolane-3-yl)-1H-pyrazole-4-carboxamide